2,4-bis(4-butoxy-2-hydroxyphenyl)-6-(2,4-dibutoxyphenyl)-s-triazine C(CCC)OC1=CC(=C(C=C1)C1=NC(=NC(=N1)C1=C(C=C(C=C1)OCCCC)O)C1=C(C=C(C=C1)OCCCC)OCCCC)O